C1(=CC=CC=C1)S(=O)(=O)C(=[N+]=[N-])S(=O)(=O)C1=CC(=CC=C1)F phenylsulfonyl-(3-fluorophenylsulfonyl)diazomethane